N-[(3S,4S)-1-ethyl-3-methyl-4-piperidyl]-6-[3-(4-mesyl-2-anisidino)-1-propynyl]-1-(2,2,2-trifluoroethyl)-1H-1,3-benzimidazole-4-carboxamide C(C)N1C[C@@H]([C@H](CC1)NC(=O)C1=CC(=CC=2N(C=NC21)CC(F)(F)F)C#CCNC=2C(OC)=CC=C(C2)S(=O)(=O)C)C